5-chloro-7-methoxy-oxazolo[4,5-b]pyridin-2-amine ClC1=CC(=C2C(=N1)N=C(O2)N)OC